2,6-difluoro-3-hydroxyphenylboric acid FC1=C(C(=CC=C1O)F)OB(O)O